1-(2-(2-(1-(difluoromethyl)-1H-pyrazol-4-yl)-6-((4-methoxypyridin-2-yl)amino)pyrimidin-4-yl)-2,7-diazaspiro[3.5]nonan-7-yl)ethan-1-one FC(N1N=CC(=C1)C1=NC(=CC(=N1)N1CC2(C1)CCN(CC2)C(C)=O)NC2=NC=CC(=C2)OC)F